CN1N=C(C=C1C(=O)N[C@H](C(F)(F)F)C)C1=NC(=NC=C1)NC1=CC(=CC=C1)C 1-methyl-3-{2-[(3-methylphenyl)amino]pyrimidin-4-yl}-N-[(2S)-1,1,1-trifluoropropan-2-yl]-1H-pyrazole-5-carboxamide